OCCN(CCO)C(CO)(CO)CO Bis(2-hydroxyethyl)amino-Tris(hydroxymethyl)methane